ClC1=CC=C(C=C1)C1=NN(C[C@H]1C1=CC=CC=C1)/C(/N[C@@H](CS(N)(=O)=O)C)=N/S(=O)(=O)C1=CC=C(C=C1)C(F)(F)F (R,E)-3-(4-chlorophenyl)-4-phenyl-N-((R)-1-sulfamoylpropan-2-yl)-N'-((4-(trifluoromethyl)phenyl)sulfonyl)-4,5-dihydro-1H-pyrazole-1-carboximidamide